N-((1S,3R)-3-((2'-(benzyloxy)-3',4',6-trifluoro-[1,1'-biphenyl]-3-yl)methyl)-3-(4-(chloromethyl)oxazol-2-yl)cyclopentyl)cyclopropanesulfonamide C(C1=CC=CC=C1)OC1=C(C=CC(=C1F)F)C1=CC(=CC=C1F)C[C@]1(C[C@H](CC1)NS(=O)(=O)C1CC1)C=1OC=C(N1)CCl